C12CNCC2C1NC(OC(C)(C)C)=O tert-butyl ((exo)-3-azabicyclo[3.1.0]hexan-6-yl)carbamate